Cl.O=C1N(CC=2C=C3C(=CC12)OCC31CCNCC1)[C@H]1C(NC(CC1)=O)=O |r| rac-(R)-3-(7-oxo-5,7-dihydro-2H,6H-spiro[furo[2,3-f]isoindole-3,4'-piperidin]-6-yl)piperidine-2,6-dione hydrochloride